NC(C(=O)O)(CCCCB(O)O)CCCN1CCN(CC1)C(C1=CC(=C(C=C1)Cl)Cl)=O 2-amino-6-borono-(3-(4-(3,4-dichlorobenzoyl)piperazin-1-yl)propyl)hexanoic acid